3-methoxy-N-methyl-4-{[3-(4-([(1R,4R)-4-(diethylamino)cyclohexyl]amino)-1-(2,2,2-trifluoro-ethyl)-1H-indol-2-yl)prop-2-yn-1-yl]amino}benzamide COC=1C=C(C(=O)NC)C=CC1NCC#CC=1N(C2=CC=CC(=C2C1)NC1CCC(CC1)N(CC)CC)CC(F)(F)F